(R)-N-(2-(1-methyl-1H-pyrrolo[3,2-c]pyridin-3-yl)-2-(pyrrolidin-1-yl)ethyl)-1H-indole-6-sulfonamide CN1C=C(C=2C=NC=CC21)[C@H](CNS(=O)(=O)C2=CC=C1C=CNC1=C2)N2CCCC2